FC1=C(C=CC(=C1)F)[C@]1([C@@H]2CCN(C[C@H]12)C1=CN=C2C(=N1)NN=C2C2=C(C1=CN(N=C1C=C2)C)C)CN ((1S,6R,7R)-7-(2,4-difluorophenyl)-3-(3-(2,4-dimethyl-2H-indazol-5-yl)-1H-pyrazolo[3,4-b]pyrazin-6-yl)-3-azabicyclo[4.1.0]heptan-7-yl)methanamine